ClC=1C(=C(C=CC1OCC1CC(C1)(F)F)NC=1C2=C(N=CN1)C=CC(=N2)O[C@@H]2CN(CC2)C(C=C)=O)F (S)-1-(3-((4-((3-Chloro-4-((3,3-difluorocyclobutyl)methoxy)-2-fluorophenyl)amino)pyrido[3,2-d]pyrimidin-6-yl)oxy)pyrrolidin-1-yl)prop-2-en-1-one